[Cl-].C1(=CC=CC=C1)SC1=CC=CC=C1 diphenyl sulfide chloride